CN1C(CCC2=CC(=C(C=C12)C(=O)N)[N+](=O)[O-])=O 1-Methyl-6-nitro-2-oxo-1,2,3,4-tetrahydroquinoline-7-carboxamide